N[C@H](C(=O)N)CC1=CC2=C(OCO2)C=C1 (S)-2-amino-3-(benzo[d][1,3]dioxol-5-yl)propanamide